C(C)N1CCN(CC1)C=1SC2=C(N1)C=CC(=C2)C(=O)NCC2=CC=C(C=C2)F 2-(4-ethylpiperazin-1-yl)-N-(4-fluorobenzyl)benzo[d]thiazole-6-carboxamide